C(C)(=O)O.N1C(CC2=CC=CC=C12)=O oxindole acetate